8-bromo-1,2,3,5,6,7-hexahydro-s-indacen BrC=1C=2CCCC2C=C2CCCC12